F[C@@H]1[C@@H](C1)C(=O)NC1=CC=C2C(=N1)N(C(=C2C=2C(=NC=CC2)OC)F)COCC[Si](C)(C)C (1S,2S)-2-fluoro-N-[2-fluoro-3-(2-methoxypyridin-3-yl)-1-[[2-(trimethylsilyl)ethoxy]methyl]pyrrolo[2,3-b]pyridin-6-yl]cyclopropane-1-carboxamide